O1CCC(=CC1)B(O)O 3,6-dihydro-pyran-4-boronic acid